(2,2,2-2H3)Ethyl 2-[4-(1H-pyrazol-1-yl)piperidin-1-yl]-6-azaspiro[3.4]octane-6-carboxylate N1(N=CC=C1)C1CCN(CC1)C1CC2(C1)CN(CC2)C(=O)OCC([2H])([2H])[2H]